2-(2-butoxyethoxy)ethaneamine C(CCC)OCCOCCN